tert-butyl 2-((4-chloro-2,6-difluorobenzyl)oxy)-3-methyl-5,8-dihydro-1,7-naphthyridine-7(6H)-carboxylate ClC1=CC(=C(COC2=NC=3CN(CCC3C=C2C)C(=O)OC(C)(C)C)C(=C1)F)F